C1(=CC=CC=C1)COC(=O)[C@]1(C[C@H]2[C@@]3(CC[C@]4(C5=CC(C([C@@](C5=CC=C4[C@]3(CC[C@]2(CC1)C)C)(C)OC)=O)=O)C)C)C (2R,4aS,6aS,9S,12bR,14aS,14bR)-9-methoxy-2,4a,6a,9,12b,14a-hexamethyl-10,11-dioxo-1,2,3,4,4a,5,6,6a,9,10,11,12b,13,14,14a,14b-hexadecahydropicene-2-carboxylic acid phenylmethyl ester